FC1(CC(C1)N1CCC(CC1)=O)F 1-(3,3-difluorocyclobutyl)piperidin-4-one